(S)-3-amino-2-methyl-4-phenyl-1-butanol NC([C@@H](CO)C)CC1=CC=CC=C1